2-bromo-5-(4-(cyclopentylmethyl)phenyl)-7-oxo-4,7-dihydropyrazolo[1,5-a]pyrimidine-3-carboxylic acid ethyl ester C(C)OC(=O)C=1C(=NN2C1NC(=CC2=O)C2=CC=C(C=C2)CC2CCCC2)Br